FC(C(=O)NCC=1C=NN(C1)CC1=CC2=C(C(=NO2)NS(=O)(=O)C2=C(C=CC=C2)OC)C(=C1)OC)=C 2-fluoro-N-((1-((4-methoxy-3-((2-methoxyphenyl)sulfonamido)benzo[d]isoxazol-6-yl)methyl)-1H-pyrazol-4-yl)methyl)acrylamide